ClC=1C(=NC(=NC1)NC1CCOCC1)C1=CC=C2CN(C(C2=C1)=O)[C@@H](C(=O)N[C@H](CO)C1=NC(=CC=C1Cl)NC)C (2R)-2-(6-{5-Chloro-2-[(oxan-4-yl)amino]pyrimidin-4-yl}-1-oxo-2,3-dihydro-1H-isoindol-2-yl)-N-[(1S)-1-[3-chloro-6-(methylamino)pyridin-2-yl]-2-hydroxyethyl]propanamid